C(=O)(O)C(CCC(NCCOCCOCCOCCOCCOCCOCCC(OC1=C(C(=CC(=C1F)F)F)F)=O)=O)N1CCN(CCN(CCN(CC1)CC(=O)O)CC(=O)O)CC(=O)O 2,2',2''-(10-(26-carboxy-1,23-dioxo-1-(2,3,5,6-tetrafluorophenoxy)-4,7,10,13,16,19-hexaoxa-22-azahexacosan-26-yl)-1,4,7,10-tetraazacyclododecane-1,4,7-triyl)triacetic acid